C(C)C1(CCCCC1)C(=O)N1CCC(CC1)(O)CN1C=NC(=CC1=O)C1=C(C=CC=C1)F 3-((1-(1-ethylcyclohexane-1-carbonyl)-4-hydroxypiperidin-4-yl)methyl)-6-(2-fluorophenyl)pyrimidin-4(3H)-one